phenyl (2-chloro-3,5-difluoro-4-hydroxyphenyl)carbamate ClC1=C(C=C(C(=C1F)O)F)NC(OC1=CC=CC=C1)=O